2-[(2S)-2-amino-3-cyclohexylpropanamido]-3-(2-oxopyrrolidin-3-yl)propenamide N[C@H](C(=O)NC(C(=O)N)=CC1C(NCC1)=O)CC1CCCCC1